(R)-5-(2-(5-Fluoro-2-methoxypyridin-3-yl)pyrrolidin-1-yl)-N-phenethyl-3H-imidazo[4,5-b]Pyridine-3-carboxamide FC=1C=C(C(=NC1)OC)[C@@H]1N(CCC1)C1=CC=C2C(=N1)N(C=N2)C(=O)NCCC2=CC=CC=C2